dihydroxyethylamine N,N-bis-hydroxyethyl-dithiocarbamate OCCN(C(S)=S)CCO.OC(CN)O